1-((2S,4S)-1-(6-(methoxymethyl)-5H-pyrrolo[2,3-b]pyrazin-2-yl)-2-methylpiperidin-4-yl)-1-methyl-3-(1-methyl-2-oxo-5-(trifluoromethyl)-1,2-dihydropyridin-3-yl)urea COCC1=CC=2C(=NC=C(N2)N2[C@H](C[C@H](CC2)N(C(=O)NC=2C(N(C=C(C2)C(F)(F)F)C)=O)C)C)N1